OC1=C(C=CC(=C1)C(F)(F)F)C1=NN=C(C2=CC=CC=C12)OCCCCNC(OC(C)(C)C)=O tert-butyl [4-({4-[2-hydroxy-4-(trifluoromethyl)phenyl]phthalazin-1-yl}oxy)butyl]carbamate